methylcyclohexane-1,3-diamine CC1(CC(CCC1)N)N